ON1C(C(CC1=O)S(=O)(=O)O)=O N-Hydroxysulfosuccinimid